1-(4-(4-((4-(benzo[d]thiazol-5-yloxy)-2-fluoro-3-methylphenyl)amino)pyrido[3,2-d]pyrimidin-6-yl)-2,2-dimethylpiperazin-1-yl)prop-2-en-1-one S1C=NC2=C1C=CC(=C2)OC2=C(C(=C(C=C2)NC=2C1=C(N=CN2)C=CC(=N1)N1CC(N(CC1)C(C=C)=O)(C)C)F)C